Methylenebis(acrylamide) C(C=CC(=O)N)C=CC(=O)N